ClC1=C(C(=CC=C1)C1=CC=C(C=C1)C)C(=O)NCC1(NC(NC1=O)=O)C=1N(C=CN1)C chloro-4'-methyl-N-{[4-(1-methyl-1H-imidazol-2-yl)-2,5-dioxoimidazolidin-4-yl]methyl}[biphenyl]-2-carboxamide